FC=1C=C(C=CC1)C[C@@H](CN(C(C1=CN=CC(=C1)C#CC=1C=NN(C1)C)=O)C)O (S)-N-(3-(3-fluorophenyl)-2-hydroxypropyl)-N-methyl-5-((1-methyl-1H-pyrazol-4-yl)ethynyl)nicotinamide